(2S,4R)-N-((R)-1-(4-carbamimidoylthiophen-2-yl)ethyl)-1-((dibenzo[b,d]furan-3-carbonyl)glycyl)-4-fluoro-4-(methoxymethyl)pyrrolidine-2-carboxamide C(N)(=N)C=1C=C(SC1)[C@@H](C)NC(=O)[C@H]1N(C[C@](C1)(COC)F)C(CNC(=O)C=1C=CC2=C(OC3=C2C=CC=C3)C1)=O